FC1=CC=C(C(=N1)C)OC1=C(C(=O)N)C(=C(C=N1)C=O)C 2-((6-fluoro-2-methylpyridin-3-yl)oxy)-5-formyl-4-methylnicotinamide